4,6-Dimethyl-5-(3-(piperidin-4-yl)-1H-pyrazol-5-yl)pyrimidine CC1=NC=NC(=C1C1=CC(=NN1)C1CCNCC1)C